silicate aluminum calcium [Ca+2].[Al+3].[Si]([O-])([O-])([O-])[O-]